N-(1-methyl-3-methyl-4-piperidyl)-6-[3-(4-mesyl-2-anisidino)-1-propynyl]-1-(2,2,2-trifluoroethyl)-1H-indazole-4-carboxamide CN1CC(C(CC1)NC(=O)C=1C=2C=NN(C2C=C(C1)C#CCNC=1C(OC)=CC=C(C1)S(=O)(=O)C)CC(F)(F)F)C